CN(C1(CCC2(CNC(N2)=O)CC1)C1=CC(=CC=C1)OC(F)(F)F)C 8-(dimethylamino)-8-(3-(trifluoromethoxy)phenyl)-1,3-diazaspiro[4.5]decan-2-one